(S)-6-(8-(2,4-difluorophenyl)-6-azaspiro[3.4]octane-6-carbonyl)pyrazin-2(1H)-one FC1=C(C=CC(=C1)F)[C@H]1CN(CC12CCC2)C(=O)C2=CN=CC(N2)=O